CN1N=CC(=C1)C1=CN=C2N1C=C(N=C2)C2=C(C=CC=C2)OC2=CC=CC=C2 3-(1-methylpyrazol-4-yl)-6-(2-phenoxyphenyl)imidazo[1,2-a]pyrazine